C(C)N1C(=C(C2=CC=CC=C12)C1(OC(=O)C2=CC=CC=C12)C1=CC=C(C=C1)N(CC)CC)C 3-(1-Ethyl-2-methylindole-3-yl)-3-(4-diethylaminophenyl)phthalide